(trifluoromethyl)-4H-1,2-oxazole-5-carboxamide FC(F)(F)C1=NOC(C1)C(=O)N